2-(2,2-dimethyloxan-4-yl)quinolin CC1(OCCC(C1)C1=NC2=CC=CC=C2C=C1)C